(S)-{1-{6-[(1H-indazol-5-yl) amino]-3-[2-(4-methylpiperazin-1-yl) acetamido] pyridin-2-yl} pyrrolidin-2-yl} p-tolylcarbamate C1(=CC=C(C=C1)NC(O[C@@H]1N(CCC1)C1=NC(=CC=C1NC(CN1CCN(CC1)C)=O)NC=1C=C2C=NNC2=CC1)=O)C